C(C=C)C1=C(C=CC=C1)N(S(=O)(=O)\C=C\C1=CC=CC=C1)CC1=CC=CC=C1 (E)-N-(2-allylphenyl)-N-benzyl-2-phenylethene-1-sulfonamide